(5-(5-(9-oxa-3,7-diazabicyclo[3.3.1]non-3-yl)benzo[d]oxazol-2-yl)-8-(ethylamino)-2,7-naphthyridin-3-yl)cyclopropanecarboxamide C12CN(CC(CNC1)O2)C=2C=CC1=C(N=C(O1)C1=C3C=C(N=CC3=C(N=C1)NCC)C1(CC1)C(=O)N)C2